(E)-3-(3-(4-bromophenyl)-1,4,8-triazaspiro[4.5]decan-1,3-dien-2-yl)-N-(quinolin-3-yl)acrylamide BrC1=CC=C(C=C1)C=1C(=NC2(N1)CCNCC2)/C=C/C(=O)NC=2C=NC1=CC=CC=C1C2